bis(aminophenyl)-4-(trifluoromethyl)phenylphosphine oxide NC1=C(C=CC=C1)P(C1=CC=C(C=C1)C(F)(F)F)(C1=C(C=CC=C1)N)=O